ClC=1C=2N(C=CN1)C(=NC2)[C@@H]2CN(CC2)C(=O)OCC2=CC=CC=C2 (S)-benzyl 3-(8-chloroimidazo[1,5-a]pyrazin-3-yl)pyrrolidine-1-carboxylate